COC(C1=CC(=NC=C1NC(C1=NC(=CC=C1)C(C)(F)F)=O)N(CC1=CC=C(C=C1)OC)CC1=CC=C(C=C1)OC)=O.FC1=C(C(=CC=C1)N=C=O)N=C=O 1-fluoro-2-isocyanato(isocyanato)benzene methyl-2-(bis(4-methoxybenzyl)amino)-5-(6-(1,1-difluoroethyl)picolinamido)isonicotinate